methyl 4-hydroxy-3-nitrothiophene-2-carboxylate OC=1C(=C(SC1)C(=O)OC)[N+](=O)[O-]